C(OCC1=CC(=C(C=C1)OC)OC)([O-])=O 3,4-Dimethoxybenzyl carbonate